[(1R,2S,4R)-4-[[5-{5-Chloro-4-(3-chlorophenyl)sulfinyl-thiophene-2-carbonyl}pyrimidin-4-yl]amino]-2-hydroxy-cyclopentyl]methyl sulfamate S(N)(OC[C@@H]1[C@H](C[C@@H](C1)NC1=NC=NC=C1C(=O)C=1SC(=C(C1)S(=O)C1=CC(=CC=C1)Cl)Cl)O)(=O)=O